7-(3,4-Dichlorophenyl)-1-(2-morpholinoethyl)-3,4-dihydro-quinolin-2(1H)-one ClC=1C=C(C=CC1Cl)C1=CC=C2CCC(N(C2=C1)CCN1CCOCC1)=O